ClC1=CC=C(C=C1)COC=1C=C(C=CC1NS(=O)(=O)CC(F)(F)F)C1=NNC(=C1C(=O)N)NC1=NC=CC=C1 3-{3-[(4-chlorophenyl)methoxy]-4-(2,2,2-trifluoroethanesulfonamido)phenyl}-5-[(pyridin-2-yl)amino]-1H-pyrazole-4-carboxamide